ClC1=NC=C(C(=C1)N1CCC(CC1)F)C#CC=1C=NN(C1)C 2-chloro-4-(4-fluoropiperidin-1-yl)-5-((1-methyl-1H-pyrazol-4-yl)ethynyl)pyridine